ClC=1C=C(C=CC1C1=NC(=C(C=C1)F)C#N)NS(=O)(=O)C1=CC2=CC=CC=C2C=C1 N-(3-chloro-4-(6-cyano-5-fluoropyridin-2-yl)phenyl)naphthalene-2-sulfonamide